methyl (3R)-2-(2-(chloromethyl)allyl)-3-methoxypyrrolidine-2-carboxylate ClCC(CC1(NCC[C@H]1OC)C(=O)OC)=C